CN1C(CCC1C#N)C#N 1-methyl-2,5-dicyanopyrrolidine